Cl.C(C1=CC=CC=C1)OC=1C=C(C=C(C1)C=1C=NN(C1)C)[C@@H](C)N (1R)-1-[3-benzyloxy-5-(1-methylpyrazol-4-yl)phenyl]ethanamine hydrochloride salt